(4-aminopyrrolo[1,2-a]quinoxalin-8-yl)(3-(5-(trifluoromethyl)pyridin-2-yl)morpholino)methanone NC=1C=2N(C3=CC(=CC=C3N1)C(=O)N1C(COCC1)C1=NC=C(C=C1)C(F)(F)F)C=CC2